CN1C(C(C2=CC=C(C=C12)C)C)=O 1,3,6-trimethyl-2-oxindole